CN1CC(CC(C1)C)C 1-methyl-3,5-dimethyl-piperidine